BrC1=CC=C(C=C1)[C@]12[C@](C3=NC=C(C=C3O1)Cl)(C(C[C@H]2C2=CC=CC=C2)=NNS(=O)(=O)C2=CC=C(C=C2)C)O |r| Rac-N'-((5ar,6s,8as)-5a-(4-bromophenyl)-3-chloro-8a-hydroxy-6-phenyl-5a,6,7,8a-tetrahydro-8H-cyclopenta[4,5]furo[3,2-b]pyridin-8-ylidene)-4-methylbenzenesulfonyl-hydrazine